N-(3-aminopropyl)-N-{(1R)-1-[1-benzyl-4-(2,5-difluorophenyl)-1H-imidazole-2-yl]-2,2-dimethylpropyl}-2-hydroxyacetamide NCCCN(C(CO)=O)[C@H](C(C)(C)C)C=1N(C=C(N1)C1=C(C=CC(=C1)F)F)CC1=CC=CC=C1